[NH+]1=CC=CC=C1.BrC=1C=CC=2C3(C4=CC=C(C=C4OC2C1)Br)OC(C1=CC=C(C=C13)C(=O)[O-])=O 3',6'-dibromo-3-oxo-3H-spiro[isobenzofuran-1,9'-xanthene]-6-carboxylic acid pyridinium salt